2-Methylbutane-2,3-diamine dihydrochloride Cl.Cl.CC(C)(C(C)N)N